NC12CC(CC2C1)C(=O)OC(C)(C)C tert-butyl 1-aminobicyclo[3.1.0]hexane-3-carboxylate